CN(CCOC=1C(=CC2=C(N(C=N2)COCC[Si](C)(C)C)C1)NC=1N=NC(=CC1)C)C 6-[2-(dimethylamino)ethoxy]-N-(6-methylpyridazin-3-yl)-1-(2-trimethylsilylethoxymethyl)benzimidazol-5-amine